FC=1C(=NC=CC1)C1=CC=C(C=C1)CN (4-(3-Fluoropyridin-2-yl)phenyl)methylamine